ClC1=C2C=NN(C2=CC(=C1C=O)C(F)(F)F)C1OCCCC1 4-chloro-1-(tetrahydro-2H-pyran-2-yl)-6-(trifluoromethyl)-1H-indazole-5-carbaldehyde